1-[[(8aS)-3-oxo-1,5,6,7,8,8a-hexahydroimidazo[1,5-a]pyrazin-2-yl]methyl]cyclobutanecarboxylic Acid TFA Salt OC(=O)C(F)(F)F.O=C1N(C[C@H]2N1CCNC2)CC2(CCC2)C(=O)O